(R)-1-(3-((4-((1-(3-(difluoromethyl)-2-fluorophenyl)ethyl)amino)-7-methoxy-2-methylpyrido[2,3-d]pyrimidin-6-yl)oxy)azetidin-1-yl)ethan-1-one FC(C=1C(=C(C=CC1)[C@@H](C)NC=1C2=C(N=C(N1)C)N=C(C(=C2)OC2CN(C2)C(C)=O)OC)F)F